C1(=CC=CC=C1)C(CC#CC1=CC=CC=C1)O 1,4-diphenyl-3-butyn-1-ol